N[C@H](C(=O)NC=1C=NC(=CC1)SCC1=CC=CC=C1)CC1=CC=CC=C1 (S)-2-amino-N-(6-(benzylthio)pyridin-3-yl)-3-phenylpropanamide